bismuth (III) oxide [Bi+]=O